FC=1C(=C(C=2CCCCC2C1)C(=O)O)OC 3-fluoro-2-methoxy-5,6,7,8-tetrahydronaphthalene-1-carboxylic acid